Sodium 4-amino-5-hydroxy-3-((E)-(4-nitrophenyl)diazenyl)-6-((E)-phenyldiazenyl)naphthalene-2,7-disulfonate NC1=C(C(=CC2=CC(=C(C(=C12)O)\N=N\C1=CC=CC=C1)S(=O)(=O)[O-])S(=O)(=O)[O-])\N=N\C1=CC=C(C=C1)[N+](=O)[O-].[Na+].[Na+]